N-((8-fluoro-1,2,3,5,6,7-hexahydro-s-indacen-4-yl)carbamoyl)-2,3-dihydropyrazolo[5,1-b]oxazole-7-sulfonimidamide FC=1C=2CCCC2C(=C2CCCC12)NC(=O)NS(=O)(=N)C=1C=NN2C1OCC2